BrCCC1OC(C2(C1)CCOCC2)=O 3-(2-bromoethyl)-2,8-dioxaspiro[4.5]decan-1-one